CC=1C(=CN=NC1C1=CC=C(C=C1)C)C(=O)N 5-methyl-6-(4-methylphenyl)pyridazine-4-carboxamide